CN1CC=CC(=C1NCC1=CC=C(C=C1)S(F)(F)(F)(F)F)C=1N=CN(C1)C N-methyl-5-(1-methyl-1H-imidazol-4-yl)-6-((4-(pentafluoro-λ6-sulfanyl)benzyl)amino)pyridine